(S)-7-chloro-5-(2-((2,4-dimethoxybenzyl)amino)propoxy)-8-fluoro-2-(methylthio)pyrido[4,3-d]pyrimidin-4(3H)-one ClC1=C(C=2N=C(NC(C2C(=N1)OC[C@H](C)NCC1=C(C=C(C=C1)OC)OC)=O)SC)F